ClC1=NC2=C(C=CC=C2C(=N1)N(C1=CC=CC=C1)C)Cl 2,8-dichloro-N-methyl-N-Phenylquinazolin-4-amine